tert-butyl 2-(4-(difluoromethoxy)-2-methoxyphenyl)acetate FC(OC1=CC(=C(C=C1)CC(=O)OC(C)(C)C)OC)F